[Si](C)(C)(C(C)(C)C)OC1CCN(CC1)C1=C(C=C(C=C1)F)N[C@H](C)C=1C=C(C=C2C(N(C(=NC12)C1CCOCC1)C)=O)C (R)-8-(1-((2-(4-((tert-butyldimethylsilyl)oxy)piperidin-1-yl)-5-fluorophenyl)amino)ethyl)-3,6-dimethyl-2-(tetrahydro-2H-pyran-4-yl)quinazolin-4(3H)-one